S1C=C(C=C1)[O-] 3-thiophenolate